O=C1N(CCC(N1)=O)N1C(C2=CC=C(C=C2C1=O)CN1CCC(=CC1)C1=CSC(=C1)C)=O 2-(2,4-dioxotetrahydropyrimidin-1(2H)-yl)-5-((4-(5-methylthiophene-3-yl)-3,6-dihydropyridin-1(2H)-yl)methyl)isoindoline-1,3-dione